FC=1C=C(C=C(C1C(F)(F)F)F)C1=C(C=C(C=C1)C1=CCC(CC1)C1OCC(CC1)CCC)F 2-[4-[4-[3,5-difluoro-4-(trifluoromethyl)phenyl]-3-fluorophenyl]cyclohex-3-en-1-yl]-5-propyltetrahydropyran